BrC1=CC=C(OCC2N(CCOC2)C2CC2)C=C1 3-((4-bromophenoxy)methyl)-4-cyclopropylmorpholine